ClC=1C=C(C=CC1C)C(CCCCCOB([O-])[O-])(C1=CC(=C(C=C1)C)Cl)C1=CC(=C(C=C1)C)Cl.C(CCC)[N+](CCCC)(CCCC)CCCC.C(CCC)[N+](CCCC)(CCCC)CCCC tetrabutylammonium tris-(3-chloro-4-methylphenyl)hexyl-borate